(R)-3-((2-(2-oxa-6-azaspiro[3.3]heptan-6-yl)-8-azaspiro[4.5]decan-8-yl)sulfonyl)-5-fluorobenzonitrile C1OCC12CN(C2)[C@H]2CC1(CC2)CCN(CC1)S(=O)(=O)C=1C=C(C#N)C=C(C1)F